NC1CN(CC1OC)C1=NC=2CCC(CC2C=C1)NC(=O)C1=CC2=C(N=N1)N(C=C2Cl)CC N-[2-(3-amino-4-methoxypyrrolidin-1-yl)-5,6,7,8-tetrahydroquinolin-6-yl]-5-chloro-7-ethyl-7H-pyrrolo[2,3-c]pyridazine-3-carboxamide